CC1=CN=C2C(=N1)N(C(C(=C2)C2CCC(CC2)C2=C(N=CS2)C)=O)CC2=NC=CC=C2C(F)(F)F 3-methyl-7-((1r,4r)-4-(4-methylthiazol-5-yl)cyclohexyl)-5-((3-(trifluoromethyl)pyridin-2-yl)methyl)pyrido[2,3-b]pyrazin-6(5H)-one